P(=O)(OC1=C2C(=CN(C2=CC=C1)CCCC)CCN(C)C)(O)O [1-Butyl-3-[2-(dimethylamino)ethyl]indol-4-yl] dihydrogen phosphate